(6S,8R)-7-(2,2-difluoro-3-hydroxypropyl)-6-(2,6-difluoro-4-(6-(2-fluoroethyl)-2,6-diazaspiro[3.3]heptan-2-yl)phenyl)-8-methyl-6,7,8,9-tetrahydrooxazolo[5,4-f]isoquinolin-2(3H)-one FC(CN1[C@@H](C2=CC=C3C(=C2C[C@H]1C)OC(N3)=O)C3=C(C=C(C=C3F)N3CC1(C3)CN(C1)CCF)F)(CO)F